COCC1=C(C=C(C=C1)C1=CC=C2C=NC(=NC2=C1)C(=O)N)NC(C=C)=O 7-[4-(methoxymethyl)-3-(prop-2-enamido)phenyl]quinazoline-2-carboxamide